1-(14Z,17Z,20Z,23Z,26Z,29Z-dotriacontahexaenoyl)-2-(4Z,7Z,10Z,13Z,16Z,19Z-docosahexaenoyl)-glycero-3-phosphocholine CC/C=C\C/C=C\C/C=C\C/C=C\C/C=C\C/C=C\CCCCCCCCCCCCC(=O)OC[C@H](COP(=O)([O-])OCC[N+](C)(C)C)OC(=O)CC/C=C\C/C=C\C/C=C\C/C=C\C/C=C\C/C=C\CC